CC=1N=C(SC1C(C)=O)N1CCN(CC1)C 1-[4-methyl-2-(4-methylpiperazin-1-yl)-1,3-thiazol-5-yl]ethanone